3-bromo-N-(5-chloro-4-((4-chlorophenyl)(cyano)methyl)-2-methylphenyl)-2-methoxybenzamide BrC=1C(=C(C(=O)NC2=C(C=C(C(=C2)Cl)C(C#N)C2=CC=C(C=C2)Cl)C)C=CC1)OC